C1(=CC=C(C=C1)NC1=CC=CC=2C(C3=CC=CC=C3C12)(C)C)C1=CC=CC=C1 biphenyl-4-yl-(9,9-dimethyl-9H-fluoren-4-yl)-amine